2-benzyl-2-azaspiro[3.3]heptan-6-yl (2R,6S)-4-(5-chloropyrimidin-2-yl)-2,6-dimethylpiperazine-1-carboxylate ClC=1C=NC(=NC1)N1C[C@H](N([C@H](C1)C)C(=O)OC1CC2(CN(C2)CC2=CC=CC=C2)C1)C